1-(3-Fluoro-5-iodobenzyl)-4-(5-morpholino-1H-pyrrolo[2,3-b]pyridinyl)pyridin-2(1H)-one FC=1C=C(CN2C(C=C(C=C2)N2C=CC=3C2=NC=C(C3)N3CCOCC3)=O)C=C(C1)I